CC1(CC=2N(C(=CN2)B2OC(C)(C)C(C)(C)O2)C1)C 6,6-dimethyl-6,7-dihydro-5H-pyrrolo[1,2-a]imidazole-3-boronic acid pinacol ester